BrC=1C=C(C=CC1)NC(NC1=C(C(=O)NC)C=CC(=C1)OC(F)(F)F)=O 2-[3-(3-bromophenyl)ureido]-4-trifluoromethoxy-N-methylbenzamide